1-(oxetane-2-ylmethyl)-1H-thieno[2,3-d]imidazole-5-carboxylic acid methyl ester COC(=O)C1=CC2=C(N=CN2CC2OCC2)S1